4-pyrrolidine-1-yl-piperidine dihydrochloride Cl.Cl.N1(CCCC1)C1CCNCC1